Br.S1CNCC1 thiazolidine hydrobromide